4-[5-(4-chlorophenyl)-1-[2-(trifluoromethyl)phenyl]pyrrol-2-yl]-N-[(2S)-2-(dimethylamino)propyl]benzamide ClC1=CC=C(C=C1)C1=CC=C(N1C1=C(C=CC=C1)C(F)(F)F)C1=CC=C(C(=O)NC[C@H](C)N(C)C)C=C1